FC(C1=CC=C(C=C1)C1=NC2=CC(=CC=C2C=C1)C(=O)N)(F)F (4-(trifluoromethyl)phenyl)quinoline-7-carboxamide